FC=1C(=C2C(=C(NC2=C(C1)C(=O)N)C)C)C1=C[C@H](CCC1)NC(C#CCC)=O (S)-5-fluoro-2,3-dimethyl-4-(3-(N-methylbut-2-ynoylamino)cyclohex-1-en-1-yl)-1H-indole-7-carboxamide